6-chloro-3-pyridinyl methyl ether COC=1C=NC(=CC1)Cl